C(C1=CC=CC=C1)N1CC2N(C=3N=CC=CC3CC2)CC1 8-benzyl-6,6a,7,8,9,10-hexahydro-5H-pyrazino[1,2-a][1,8]naphthyridine